C(C1=CC=CC=C1)OC(=O)N1CCC(CC1)N1C[C@@H](CCC1)COCC(F)(F)F.Cl.Cl.FC(COC[C@H]1CN(CCC1)C1CCNCC1)(F)F |r| rac-3-[(2,2,2-Trifluoroethoxy)methyl]-1,4'-bipiperidine dihydrochloride rac-Benzyl-3-[(2,2,2-trifluoroethoxy)methyl][1,4'-bipiperidine]-1'-carboxylate